C1=CC=CC=2C3=CC=CC(=C3C12)S(=O)(=O)[O-] biphenylene-8-sulfonate